2-[4-(2-Amino-[1,2,4]triazolo[1,5-a]pyridin-7-yl)-3-methylpyrazol-1-yl]-N-[4-(2,2-difluorocyclopropyl)phenyl]acetamide NC1=NN2C(C=C(C=C2)C=2C(=NN(C2)CC(=O)NC2=CC=C(C=C2)C2C(C2)(F)F)C)=N1